((5-bromo-7-chloro-3,4-dihydronaphthalen-1-yl)oxy)trimethylsilane BrC1=C2CCC=C(C2=CC(=C1)Cl)O[Si](C)(C)C